C1(CC1)CN1C(=CC=2C1=NC(=CC2)C2=C(C(=NC=C2)OC)OC)C2=NC1=C(N2C)C(=CC(=C1)C(=O)N1C2CCC(C1)[C@H]2N)OC (7R)-2-{2-[1-(cyclopropylmethyl)-6-(2,3-dimethoxypyridin-4-yl)-1H-pyrrolo[2,3-b]pyridin-2-yl]-7-methoxy-1-methyl-1H-1,3-benzodiazole-5-carbonyl}-2-azabicyclo[2.2.1]heptan-7-amine